2-(2-(2-(2-chloro-3-fluorophenyl)propan-2-yl)-1-(3'-fluoro-4'-(hydroxymethyl)-5'-(methylsulfonyl)biphenyl-4-yl)-1H-imidazol-4-yl)propan-2-ol ClC1=C(C=CC=C1F)C(C)(C)C=1N(C=C(N1)C(C)(C)O)C1=CC=C(C=C1)C1=CC(=C(C(=C1)S(=O)(=O)C)CO)F